ClC1=C(C(=O)NC2=CC=C3C=NN(C3=C2)C=2C=NN(C2)C)C=C(C=C1)C#N 2-Chloro-5-cyano-N-(1-(1-methyl-1H-pyrazol-4-yl)-1H-indazol-6-yl)benzamide